N-(5,6-difluoro-1H-indol-3-yl)-4-(trifluoro-methoxy)benzamide FC=1C=C2C(=CNC2=CC1F)NC(C1=CC=C(C=C1)OC(F)(F)F)=O